3-(2-{5-[(3R,5R)-3-amino-5-fluoropiperidine-1-carbonyl]-7-methoxy-1-methyl-1H-1,3-benzodiazol-2-yl}-1-(cyclopropylmethyl)-1H-pyrrolo[2,3-b]pyridin-6-yl)-2-fluorophenol N[C@H]1CN(C[C@@H](C1)F)C(=O)C1=CC2=C(N(C(=N2)C2=CC=3C(=NC(=CC3)C=3C(=C(C=CC3)O)F)N2CC2CC2)C)C(=C1)OC